Methyl 6-fluoro-2-methyl-3-nitro-benzoate FC1=CC=C(C(=C1C(=O)OC)C)[N+](=O)[O-]